BrC=1C(=NC=C(C1)F)OC(F)F 3-bromo-2-(difluoromethoxy)-5-fluoropyridine